NC(C(=O)[O-])CCC Aminovalerate